5-(8-(2-phenylazetidin-1-yl)imidazo[1,2-b]pyridazin-6-yl)pyrimidine-2,4(1H,3H)-dione C1(=CC=CC=C1)C1N(CC1)C=1C=2N(N=C(C1)C=1C(NC(NC1)=O)=O)C=CN2